2-(4-ethoxyphenyl)-N-[3-(morpholin-4-yl)propyl]-1,6-naphthyridine-4-carboxamide C(C)OC1=CC=C(C=C1)C1=NC2=CC=NC=C2C(=C1)C(=O)NCCCN1CCOCC1